CON=C(C)C(=CC1=CC=CC=C1)C 3-methyl-4-phenyl-3-buten-2-one O-methyloxime